S1C2=C(C=C1)C=C(C=C2)C(=O)N benzo[b]thiophene-5-carboxamide